O1CCOC2=C1C=CC(=C2)C=2C(=C(C=CC2)C=2OC1=C(N2)C=C(C=C1C)CN1CCCCC1)C (2S)-1-({2-[3-(2,3-Dihydro-1,4-benzodioxin-6-yl)-2-methylphenyl]-7-methyl-1,3-benzoxazol-5-yl}methyl)-piperidin